(S)-6-[(diphenyl-p-tolyl-methyl)-amino]-2-(9H-fluoren-9-ylmethoxycarbonylamino)-hexanoic acid C1(=CC=CC=C1)C(C1=CC=C(C=C1)C)(C1=CC=CC=C1)NCCCC[C@@H](C(=O)O)NC(=O)OCC1C2=CC=CC=C2C=2C=CC=CC12